Cl.NC[C@@H](C(=O)OC(C)(C)C)NC(=O)OC(C)(C)C tert-butyl (2S)-3-amino-2-{[(tert-butoxy)carbonyl]amino}propanoate hydrochloride